CC(C#N)(C=CC=1C=C(C=CC1)C)C 2,2-dimethyl-4-(m-tolyl)but-3-enenitrile